F[B-](F)(F)F.C1=CC=CC2=NC=C3C=C[CH2+]=CC3=C12 phenanthridin-9-ium tetrafluoroborate